C(C)(C)(C)OC(=O)NCCOC=1C=CC=C2CCN([C@@H](C12)CN1C(C2=CC=CC=C2C1=O)=O)C(=O)[C@H]1[C@H](CCCC1)C(=O)OCC1=CC=CC=C1 Benzyl (1S,2R)-2-((S)-8-(2-((tert-butoxycarbonyl)amino)ethoxy)-1-((1,3-dioxoisoindolin-2-yl)methyl)-1,2,3,4-tetrahydroisoquinoline-2-carbonyl)cyclohexane-1-carboxylate